ClC=1C=C(C(=C(C1)C=1C=NN(C1)C(C(C)(F)F)C1=CC=C(C=C1)F)F)F 4-(5-chloro-2,3-difluorophenyl)-1-(2,2-difluoro-1-(4-fluorophenyl)propyl)-1H-pyrazole